FC(C=1C=C2C(=NC(=NC2=CC1)N1CCS(C2=C(C1)C=CC=C2)(=O)=O)N2CC(C2)(CO)CNC(OC(C)(C)C)=O)F Tert-butyl ((1-(6-(difluoromethyl)-2-(1,1-dioxido-2,3-dihydrobenzo[f][1,4]thiazepin-4(5H)-yl)quinazolin-4-yl)-3-(hydroxymethyl)azetidin-3-yl)methyl)carbamate